NC1=CC=CC(=N1)S(=O)(=O)NC(=O)C=1C(=NC(=CC1)C1=CC(=CC(=C1)OCC(C)C)F)N1C(CC(C1)C1=CC=CC=C1)C N-[(6-Amino-2-pyridyl)sulfonyl]-6-(3-fluoro-5-isobutoxyphenyl)-2-(2-methyl-4-phenylpyrrolidin-1-yl)pyridin-3-carboxamid